FC(OC1=CC=C(C=C1)[C@@H]1[C@H](C1)C(=O)O)F |r| racemic-(1S,2S)-2-(4-(difluoromethoxy)phenyl)cyclopropane-1-carboxylic acid